FC1=C(C(=C(C2=C(C(=C(C(=C12)F)F)F)F)F)F)[B-](C1=C(C2=C(C(=C(C(=C2C(=C1F)F)F)F)F)F)F)(C1=C(C2=C(C(=C(C(=C2C(=C1F)F)F)F)F)F)F)C1=C(C2=C(C(=C(C(=C2C(=C1F)F)F)F)F)F)F.C[NH3+] methylammonium tetrakis(perfluoronaphthalen-2-yl)borate